C(C)(C)(C)OC(CCC(CCC(CCNC(C(NC(C(CC1C2=CC=CC=C2C=2C=CC=CC12)=O)=O)CC(NC(C1=CC=CC=C1)(C1=CC=CC=C1)C1=CC=CC=C1)=O)=O)=O)=O)=O 1-(9H-fluoren-9-yl)-3,6-dioxo-5-(2-oxo-2-(tritylamino)ethyl)-2,10,13-trioxo-4,7-diazahexadecane-16-oic acid (S)-tert-butyl ester